3-(4-(4-(6-(4-benzylpiperazin-1-yl)pyridin-3-yl)-3-cyanopyrazolo[1,5-a]pyridin-6-yl)-1H-pyrazol-1-yl)azetidine-1-carboxylic acid tert-butyl ester C(C)(C)(C)OC(=O)N1CC(C1)N1N=CC(=C1)C=1C=C(C=2N(C1)N=CC2C#N)C=2C=NC(=CC2)N2CCN(CC2)CC2=CC=CC=C2